6-[3-(2-methoxy-4-methylsulfonyl-anilino)prop-1-ynyl]-1-(2,2,2-trifluoroethyl)indol-4-amine COC1=C(NCC#CC=2C=C(C=3C=CN(C3C2)CC(F)(F)F)N)C=CC(=C1)S(=O)(=O)C